C(#N)C1=CC(=C(OCC=2C=C(O[C@@H]3CN(CC3)CC3=NC4=C(N3C[C@H]3OCC3)C=C(C=C4F)C(=O)O)C=CC2)C=C1)F 2-{[(3S)-3-{3-[(4-cyano-2-fluorophenoxy)methyl]phenoxy}pyrrolidin-1-yl]methyl}-4-fluoro-1-{[(2S)-oxetan-2-yl]methyl}-1H-1,3-benzodiazole-6-carboxylic acid